C(=O)[O-] methane-at